1,3-divinyl-tetra-methyldisilazane C(=C)[Si](N[Si](C=C)(C)C)(C)C